2-((S)-1-(5-(((S)-1,1-Dimethyl-2,3-dihydro-1H-inden-2-yl)amino)pyridin-2-yl)-2,2,2-trifluoroethyl)-2,8-diazaspiro[4.5]decan-1-one CC1([C@H](CC2=CC=CC=C12)NC=1C=CC(=NC1)[C@@H](C(F)(F)F)N1C(C2(CC1)CCNCC2)=O)C